methyl 2-(3-(1,3-dioxoisoindolin-2-yl)prop-1-yn-1-yl)-4-(2,6-diazaspiro[3.3]heptane-2-carbonyl)benzoate O=C1N(C(C2=CC=CC=C12)=O)CC#CC1=C(C(=O)OC)C=CC(=C1)C(=O)N1CC2(C1)CNC2